6-(4-ethynylphenoxy)-hexan-1-ol C(#C)C1=CC=C(OCCCCCCO)C=C1